benzo[b]thiophen-2-ylmethanol S1C2=C(C=C1CO)C=CC=C2